2-(tert-butyl)-4-(cyclopentyloxy)-N-(4-(methylsulfonyl)but-3-en-2-yl)pyrimidine-5-carboxamide C(C)(C)(C)C1=NC=C(C(=N1)OC1CCCC1)C(=O)NC(C)C=CS(=O)(=O)C